(E)-3-(4-((3-(2,6-dimethylbenzoyl)-7-hydroxyquinolin-4-yl)oxy)phenyl)acrylic acid CC1=C(C(=O)C=2C=NC3=CC(=CC=C3C2OC2=CC=C(C=C2)/C=C/C(=O)O)O)C(=CC=C1)C